C1(CC1)OC1=NC=C(C#N)C=C1 6-cyclopropyloxynicotinonitrile